N-(3-(1H-Imidazol-1-yl)phenyl)-2-(3-(2,6-dioxopiperidin-3-yl)-1H-indazol-1-yl)-acetamide N1(C=NC=C1)C=1C=C(C=CC1)NC(CN1N=C(C2=CC=CC=C12)C1C(NC(CC1)=O)=O)=O